O1C2=C(NCC1)C=NC=C2C2=CC=C(C#N)C=C2 4-(3,4-Dihydro-2H-pyrido[4,3-b][1,4]oxazin-8-yl)benzonitrile